C1[C@@H]2[C@H]([C@H]([C@@H](O2)N3C4=NC=NC(=C4N=N3)N)O)OP(=O)(O1)O The molecule is a nucleoside 3',5'-cyclic phosphate that is cAMP in which the methine (C-H) group at position 8 on the purine fragment is replaced by nitrogen. It is a member of triazolopyrimidines and a nucleoside 3',5'-cyclic phosphate. It derives from an 8-azaguanine.